N1(CCC1)CC1=C(C=CC(=N1)NC=1C=CC(=C2CNC(C12)=O)C1=CN=C2N1C=CC(=C2)F)[C@@H]2COCC2 (R)-7-((6-(azetidin-1-ylmethyl)-5-(tetrahydrofuran-3-yl)pyridin-2-yl)amino)-4-(7-fluoroimidazo[1,2-a]pyridin-3-yl)isoindolin-1-one